N-(1-(4-methoxyphenyl)-2-(phenylseleno)ethyl)aniline ethyl-2-bromo-2-(3-methyl-2-((1r,4r)-4-((1,1,1-trifluoropropan-2-yl)oxy)cyclohexyl)phenyl)acetate C(C)OC(C(C1=C(C(=CC=C1)C)C1CCC(CC1)OC(C(F)(F)F)C)Br)=O.COC1=CC=C(C=C1)C(C[Se]C1=CC=CC=C1)NC1=CC=CC=C1